2-Ethylene carbonate C1(OCCO1)=O